5,5-dimethyl-7-oxabicyclo[4.1.0]heptan-2-one CC1(CCC(C2OC12)=O)C